(S)-4-(2-(4-(5-Chloro-2-(4-chloro-1H-1,2,3-triazol-1-yl)phenyl)-6-oxopyrimidine-1(6H)-yl)-3-phenylpropionamido)benzoic acid tert-butyl ester C(C)(C)(C)OC(C1=CC=C(C=C1)NC([C@H](CC1=CC=CC=C1)N1C=NC(=CC1=O)C1=C(C=CC(=C1)Cl)N1N=NC(=C1)Cl)=O)=O